(S)-(2-(6,6-dimethyl-4,5,6,7-tetrahydro-1H-indazol-3-yl)-1H-indol-6-yl)(3-methylpiperazin-1-yl)methanone CC1(CCC=2C(=NNC2C1)C=1NC2=CC(=CC=C2C1)C(=O)N1C[C@@H](NCC1)C)C